COC(=O)C1=CN=C(S1)C1=NC=CN=C1[C@@H](C)N.C(C)(C)(C)OC(=O)N[C@H](C)C=1C(=NC=CN1)C=1SC(=CN1)C(=O)OC |r| (rac)-Methyl 2-(3-{1-[(tert-Butoxycarbonyl)amino]ethyl}pyrazin-2-yl)-1,3-thiazole-5-carboxylate (rac)-Methyl-2-{3-[1-Aminoethyl]pyrazin-2-yl}-1,3-thiazole-5-carboxylate